ethyl 4-(((tert-butyldimethylsilyl) oxy) methyl)-2-ethylthiazole-5-carboxylate [Si](C)(C)(C(C)(C)C)OCC=1N=C(SC1C(=O)OCC)CC